9-(4'-dimethylaminophenyl)anthracene CN(C1=CC=C(C=C1)C=1C2=CC=CC=C2C=C2C=CC=CC12)C